(1-(pentan-4-ynyl) piperidin-4-yl) carbamate C(N)(OC1CCN(CC1)CCCC#C)=O